C1(CCCC1)C(C)NCC1=C2C(=NC(=C1)C(=O)N)C(CC2)(C)C 4-(((1-cyclopentylethyl)amino)methyl)-7,7-dimethyl-6,7-dihydro-5H-cyclopenta[b]pyridine-2-carboxamide